FC=1C=C(CN2CCN(CC2)C(=O)N)C=CC1 4-(3-fluoro-benzyl)piperazinamide